CC1=C(C2=C(NC=N2)C=C1)CNC(C1=CC=C(C=C1)OC(F)(F)F)=O N-((5-methyl-1H-benzimidazol-4-yl)methyl)-4-(trifluoromethoxy)benzamide